2-(dimethylamino)-1-(2-(3-isopropyl-2-(8-methoxy-[1,2,4]triazolo[1,5-a]pyridin-6-yl)-1H-indol-5-yl)morpholino)ethan-1-one CN(CC(=O)N1CC(OCC1)C=1C=C2C(=C(NC2=CC1)C=1C=C(C=2N(C1)N=CN2)OC)C(C)C)C